C(C)(C)(C)OC(=O)N[C@@H](C(C)C)C(=O)OCC=1C=C(C(=C2C=CNC12)C=1N(N=C2C1CN(CC2)C2=NC=C(C=N2)C(F)(F)F)C2=C(C=CC=C2CC)CC)F (4-(2-(2,6-diethylphenyl)-5-(5-(trifluoromethyl)pyrimidin-2-yl)-4,5,6,7-tetrahydro-2H-pyrazolo[4,3-c]pyridin-3-yl)-5-fluoro-1H-indol-7-yl)methyl (tert-butoxycarbonyl)-L-valinate